CNC1=C(C=CC(=N1)O)N1N=CC=N1 6-(methylamino)-5-(2H-1,2,3-triazol-2-yl)pyridin-2-ol